ClC1=C(C(=CC=C1)Cl)N(C1=NC=C(C=N1)C(=O)NCCCCCCS)C 2-((2,6-dichlorophenyl)(methyl)amino)-N-(6-mercaptohexyl)pyrimidine-5-carboxamide